4-cyclopropoxy-N-(3,5-difluoro-4-((7-((1-hydroxy-2-methylpropan-2-yl)oxy)quinolin-4-yl)oxy)phenyl)pyridine-3-carboxamide C1(CC1)OC1=C(C=NC=C1)C(=O)NC1=CC(=C(C(=C1)F)OC1=CC=NC2=CC(=CC=C12)OC(CO)(C)C)F